COC(\C=C\S(=O)(=O)C1=CC=C(C=C1)NC(C)=O)=O 3-(4-acetylaminophenylsulfonyl)acrylic acid (E)-methyl ester